4'-bromo-2,4,6-trifluoro-[1,1'-biphenyl] BrC1=CC=C(C=C1)C1=C(C=C(C=C1F)F)F